Potassium borane salt B.[K]